quinolyl-(quinoline) N1=C(C=CC2=CC=CC=C12)C1=NC2=CC=CC=C2C=C1